C(C)(C)(C)OC(=O)N[C@@H]1[C@H](CCCC1)N(C(=O)[C@@H](CC(=O)OC(C)(C)C)CC=C)C tert-Butyl (R)-3-(((1S,2S)-2-((tert-butoxycarbonyl)amino)cyclohexyl)(methyl)carbamoyl)hex-5-enoate